ClC=1N=C2C(=NC1)N(C=C2C2=NC(=C(C(=N2)N[C@@H]2[C@H](C1CCC2CC1)C(=O)OCC)F)C=1SC(=CC1)C#N)C(C1=CC=CC=C1)(C1=CC=CC=C1)C1=CC=CC=C1 (2S,3S)-ethyl 3-((2-(2-chloro-5-trityl-5H-pyrrolo[2,3-b]pyrazin-7-yl)-6-(5-cyanothiophen-2-yl)-5-fluoropyrimidin-4-yl)amino)bicyclo[2.2.2]octane-2-carboxylate